2-((1-hydroxycyclopropyl)methoxy)-4-(6-(6-((6-methoxypyridin-3-yl)methyl)-3,6-diazabicyclo[3.1.1]heptan-3-yl)pyridin-3-yl)-6-oxopyrimidine-5-carbonitrile OC1(CC1)COC=1NC(C(=C(N1)C=1C=NC(=CC1)N1CC2N(C(C1)C2)CC=2C=NC(=CC2)OC)C#N)=O